C[C@@H]1CN(C[C@H](N1)C)C=1SC2=C(N1)C=CC(=C2)OC 2-[(3R,5R)-3,5-dimethylpiperazin-1-yl]-6-methoxy-1,3-benzothiazole